phenylbis(phenylindenyl)silane C1(=CC=CC=C1)[SiH](C1C(=CC2=CC=CC=C12)C1=CC=CC=C1)C1C(=CC2=CC=CC=C12)C1=CC=CC=C1